N'-benzylidene-pyrido[3,4-b]Indole-1-carboxylic acid hydrazide C(C1=CC=CC=C1)=NNC(=O)C1=NC=CC2=C1NC1=CC=CC=C21